NC1=NC(=NC=2N1N=C(N2)C=2OC=CC2)NCCC2=CC=C(C=C2)NS(=O)(=O)C=2C=C1C(C(NC1=C(C2)Cl)=O)(Cl)Cl N-(4-(2-((7-amino-2-(furan-2-yl)-[1,2,4]triazolo[1,5-a][1,3,5]triazin-5-yl)amino)ethyl)phenyl)-3,3,7-trichloro-2-oxoindoline-5-sulfonamide